N1,N4-bis(2,3-dihydrobenzo[b][1,4]dioxin-6-yl)terephthalamide O1C2=C(OCC1)C=C(C=C2)NC(C2=CC=C(C(=O)NC1=CC3=C(OCCO3)C=C1)C=C2)=O